3-(5-cyclopropyl-4-iodo-isoxazol-3-yl)-1-isopropyl-pyrazolo[3,4-d]pyrimidin-4-amine C1(CC1)C1=C(C(=NO1)C1=NN(C2=NC=NC(=C21)N)C(C)C)I